5-(2-Fluorophenyl)-1-(pyridine-3-sulfonyl)-1H-pyrrole-3-carbaldehyde FC1=C(C=CC=C1)C1=CC(=CN1S(=O)(=O)C=1C=NC=CC1)C=O